1-(4-(((6-(isoindolin-2-ylmethyl)-4-oxo-4H-pyran-3-yl)oxy)methyl)phenyl)-1H-pyrazole-4-carboxylic acid ethyl ester C(C)OC(=O)C=1C=NN(C1)C1=CC=C(C=C1)COC1=COC(=CC1=O)CN1CC2=CC=CC=C2C1